C(#C)C1=NC=CC(=C1)C(=O)OC methyl 2-ethynylpyridine-4-carboxylate